(1R,3S,5R)-2-(2-(3-acetyl-7-methyl-5-(2-methylpyrimidin-5-yl)-1H-indazol-1-yl)acetyl)-5-methyl-N-(pyridin-4-ylmethyl)-2-azabicyclo[3.1.0]hexane-3-carboxamide C(C)(=O)C1=NN(C2=C(C=C(C=C12)C=1C=NC(=NC1)C)C)CC(=O)N1[C@@H]2C[C@@]2(C[C@H]1C(=O)NCC1=CC=NC=C1)C